tert-butyl (5-chloropyrazin-2-yl)carbamate ClC=1N=CC(=NC1)NC(OC(C)(C)C)=O